2-(3-phenyl-adamantan-1-yl)acetic acid C1(=CC=CC=C1)C12CC3(CC(CC(C1)C3)C2)CC(=O)O